2-fluoro-4-(((3S,4S)-4-hydroxy-4-(hydroxymethyl)pyrrolidin-3-yl)oxy)benzonitrile FC1=C(C#N)C=CC(=C1)O[C@H]1CNC[C@@]1(CO)O